COC(C(=C)C#N)=O methyl-α-cyanoacrylate